N-(3-(hydroxymethyl)-2-oxopyrrolidin-3-yl)-2-methyl-5-((2-methylthiazol-5-yl)methoxy)benzofuran-3-carboxamide OCC1(C(NCC1)=O)NC(=O)C1=C(OC2=C1C=C(C=C2)OCC2=CN=C(S2)C)C